methyl (6-((3-(2,6-dimethylphenyl)propioloyl)oxy)pyridin-2-yl)prolinate CC1=C(C(=CC=C1)C)C#CC(=O)OC1=CC=CC(=N1)N1[C@@H](CCC1)C(=O)OC